C(C)N1C(=NC=C1)C(=O)O 1-ETHYL-1H-IMIDAZOLE-2-CARBOXYLIC ACID